3-(2,2-difluoroethyl)-3,6-diazabicyclo[3.1.1]heptan-2-one FC(CN1C(C2NC(C1)C2)=O)F